5-{[3-(4-{[(1r,4r)-4-(dimethylamino)cyclohexyl]amino}-1-(2,2,2-trifluoroethyl)-1H-indol-2-yl)prop-2-yn-1-yl]amino}pyridin CN(C1CCC(CC1)NC1=C2C=C(N(C2=CC=C1)CC(F)(F)F)C#CCNC=1C=CC=NC1)C